CN(C)CC(C=O)(CC)C 2-[(DIMETHYLAMINO)METHYL]-2-METHYLBUTANAL